pyridazin-2-yl-(methyl)-4-methyl-1,2,5-oxadiazole-3-carboxamide N1N(C=CC=C1)N(C(=O)C1=NON=C1C)C